N1(CCC=2C(=CC=CC12)C=1C=2CCN(C2C=CC1)C(=O)C1=CC(=C(C=O)C=C1)OC)C(=O)C1=CC(=C(C=O)C=C1)OC 4,4'-([4,4'-biindoline]-1,1'-dicarbonyl)bis(2-methoxybenzaldehyde)